C[C@]12CC[C@H]\\3[C@H]([C@@H]1CCC2=O)CCC(=O)/C3=C\\C=C(\\C(=O)O)/O The molecule is an oxo seco-steroid that is a meta-cleavage metabolite in the estrogen degradation pathway; an unstable precursor to pyridinestrone acid. It has a role as a bacterial metabolite. It is a hydroxy seco-steroid, an oxo seco-steroid and a steroid acid. It is a conjugate acid of a (2Z,10Z)-3-hydroxy-5,17-dioxo-4,5-secoestra-2,10-diene-3-oate.